2-((allyloxy)methyl)hept-1-ene C(C=C)OCC(=C)CCCCC